NC1=NC=C2C(=N1)N(N(C2=O)CC)C2=CC=CC(=N2)OC2CCN(CC2)C(=O)OC(C)(C)C tert-butyl 4-[(6-{6-amino-2-ethyl-3-oxo-1H,2H,3H-pyrazolo[3,4-d]pyrimidin-1-yl}pyridin-2-yl)oxy]piperidine-1-carboxylate